NCCC=1C=C(C=CC1)B(O)O [3-(2-aminoethyl)phenyl]boronic acid